4-(5-amino-2-methylphenyl)-6-chloro-1-methylpyridin-2(1H)-one NC=1C=CC(=C(C1)C1=CC(N(C(=C1)Cl)C)=O)C